C1(CC1)OC=1C(=C(C=CC1)B1OC(C(O1)(C)C)(C)C)F 2-(3-cyclopropoxy-2-fluorophenyl)-4,4,5,5-tetramethyl-1,3,2-dioxaborolane